C(C)(C)(C)OC(=O)N(C1=CC(=NC(=C1F)C)NC1=C(C(=C2C(=N1)CCO2)C=2CCCN(CC2)C(=O)OC(C)(C)C)C)C tert-butyl 5-[5-[[4-[tert-butoxycarbonyl(methyl)amino]-5-fluoro-6-methyl-2-pyridyl]amino]-6-methyl-2,3-dihydrofuro[3,2-b]pyridin-7-yl]-2,3,4,7-tetrahydroazepine-1-carboxylate